C(C)C(=C)CC(CC)(CC)CC 2,4,4-triethyl-1-hexene